CC=1C(=NC(=NC1)NC1=CC=C(C(=O)NC2=CC=CC=C2)C=C1)NC=1C=CC2=C(NC(O2)=O)C1 4-[5-methyl-4-(2-oxo-2,3-dihydro-benzoxazol-5-ylamino)-pyrimidin-2-ylamino]-N-phenyl-benzamide